C(CCCCC)N(CCN(CC=1NC=CN1)CC=1NC=CN1)CC=1NC=CN1 N-hexyl-N,N'-tris(imidazol-2-ylmethyl)-ethylenediamine